OC1=C2C=CC=C(C2=CC=C1)C1=C(C2=CC=CC=C2C(=C1)NS(=O)(=O)C1=CC=C(C=C1)OC)O N-(5,1'-dihydroxy-[1,2']binaphthyl-4'-yl)-4-methoxybenzenesulfonamide